methylpropyl carbonate C(OC(CC)C)([O-])=O